2'-Chloro-7',8'-dihydro-6'H-spiro[[1,3]dioxolane-2,5-quinoline] ClC1=NC=2CCCC3(C2C=C1)OCCO3